[[2-[(2R,5S)-2-[4-[[2-(dimethylamino)-2-oxo-ethyl]amino]phenyl]-5-methyl-1-piperidyl]-2-oxo-acetyl]amino]pyridine-3-carboxamide CN(C(CNC1=CC=C(C=C1)[C@@H]1N(C[C@H](CC1)C)C(C(=O)NC1=NC=CC=C1C(=O)N)=O)=O)C